N-[[4-(5-amino-4-cyano-1-tetrahydrofuran-3-yl-pyrazol-3-yl)phenyl]methyl]-2-methoxy-benzamide NC1=C(C(=NN1C1COCC1)C1=CC=C(C=C1)CNC(C1=C(C=CC=C1)OC)=O)C#N